C[C@H]1N(CCOC1)C=1C=C2C3=C(N(N=C3CCN(C2)C2=CC=CC=C2)C2=NNC=C2)N1 (R)-3-methyl-4-(7-phenyl-2-(1H-pyrazol-3-yl)-6,7,8,9-tetrahydro-2H-1,2,3,7-tetraazabenzo[cd]azulene-4-yl)morpholine